NC=1N=NC(=CC1N1CCC(CC1)(C(=O)N1CC2(CN(C2)C(CCCN2CCC(CC2)C2=CC=C(OC3C(NC(CC3)=O)=O)C=C2)=O)C1)C1=CC=CC=C1)C1=C(C=CC=C1)O 3-(4-(1-(4-(6-(1-(3-amino-6-(2-hydroxyphenyl)pyridazin-4-yl)-4-phenylpiperidine-4-carbonyl)-2,6-diazaspiro[3.3]heptan-2-yl)-4-oxobutyl)piperidin-4-yl)phenoxy)piperidine-2,6-dione